CC1=C(C=CC(=C1)OC([2H])([2H])[2H])N1C(C(=CC=C1C(F)(F)F)C(=O)O)=O 1-[2-methyl-4-(trideuteriomethoxy)phenyl]-2-oxo-6-(trifluoromethyl)pyridine-3-carboxylic acid